ethyl 2-amino-4-phenylbutyrate hydrochloride Cl.NC(C(=O)OCC)CCC1=CC=CC=C1